ClC1=NC(=C(C=2N=C(NC(C21)=O)SC)F)Cl 5,7-dichloro-8-fluoro-2-(methylsulfanyl)pyrido[4,3-d]pyrimidin-4(3H)-one